NC1=CC(=C2CNC(C2=C1)=O)C=1C=C2C(=NN(C2=CC1)CC(F)(F)F)C 6-amino-4-[3-methyl-1-(2,2,2-trifluoroethyl)indazol-5-yl]-1-oxo-isoindolin